BrC1=NN(C=C1)C1CC1 bromo-1-cyclopropyl-1H-pyrazole